2-chloro-N-(1-(5-(3-cyano-6-((3-fluoroazetidin-3-yl)methoxy)pyrazolo[1,5-a]pyridin-4-yl)pyrazin-2-yl)-4-methylpiperidin-4-yl)-5-fluorobenzamide bis(2,2,2-trifluoroacetate) FC(C(=O)O)(F)F.FC(C(=O)O)(F)F.ClC1=C(C(=O)NC2(CCN(CC2)C2=NC=C(N=C2)C=2C=3N(C=C(C2)OCC2(CNC2)F)N=CC3C#N)C)C=C(C=C1)F